α,α-dinaphthyl-γ-valerolactone C1(=CC=CC2=CC=CC=C12)C1(C(=O)OC(C1)C)C1=CC=CC2=CC=CC=C12